C1(CC1)[C@]1(C(N(CC1)C=1C=2N(N=CC1)C=C(C2)C=2C=NN(C2)C(F)F)=O)C#N (3S)-3-cyclopropyl-1-[6-[1-(difluoromethyl)pyrazol-4-yl]pyrrolo[1,2-b]pyridazin-4-yl]-2-oxopyrrolidine-3-carbonitrile